C(C)(CC)C1C(NC2=C(CN1C(=O)C1=NC=3C(=NC=CC3)N1)C=CC=C2)=O 3-(sec-butyl)-4-(3H-imidazo[4,5-b]pyridine-2-carbonyl)-1,3,4,5-tetrahydro-2H-benzo[1,4]diazepin-2-one